(S)-N-((S)-1-((S)-3,4-Dihydro-2H-Pyran-2-Yl)Ethyl)-2-Methylpropane-2-Sulfinamide O1[C@@H](CCC=C1)[C@H](C)N[S@@](=O)C(C)(C)C